(2S)-2-{1-[(2S,3S)-1-(tert-butoxycarbonyl)-3-{[(4-methylbenzenesulfonyl)oxy]methyl}pyrrolidin-2-yl]-N-methylformamido}-3-methylbutanoic acid C(C)(C)(C)OC(=O)N1[C@@H]([C@H](CC1)COS(=O)(=O)C1=CC=C(C=C1)C)C(=O)N(C)[C@H](C(=O)O)C(C)C